(S)-2-(quinazolin-4-ylamino)-4-((4-(5,6,7,8-tetrahydro-1,8-naphthyridin-2-yl)butyl)(2-(2,2,2-trifluoroethoxy)ethyl)amino)butanoic acid N1=CN=C(C2=CC=CC=C12)N[C@H](C(=O)O)CCN(CCOCC(F)(F)F)CCCCC1=NC=2NCCCC2C=C1